(2S)-4-[6-[5-(6-methyl-2-pyridyl)-1H-imidazol-4-yl]-3-quinolyl]piperazine-2-carboxylic acid CC1=CC=CC(=N1)C1=C(N=CN1)C=1C=C2C=C(C=NC2=CC1)N1C[C@H](NCC1)C(=O)O